C(CCCCCCCCCCCCCCC)O[C@@H]1[C@@H]([C@H](O[C@H]1OC)CO)O (2R,3R,4R,5R)-4-(hexadecyloxy)-2-(hydroxymethyl)-5-methoxytetrahydrofuran-3-ol